1-((1s,4S)-4-(2-methylpyridin-4-yl)cyclohexyl)ethan-1-amine CC1=NC=CC(=C1)C1CCC(CC1)C(C)N